N-(oct-4-en-1-ylmethyl)-4-fluoroaniline C(CCC=CCCC)CNC1=CC=C(C=C1)F